ethyl-β-D-fructofuranose C(C)C(O)[C@]1(O)[C@@H](O)[C@H](O)[C@H](O1)CO